CC1=CC(=NC=C1C1=C2C(=C3C=C(N=CC3=C1)NC)N(C=N2)C)[C@@H](CCC)O (R)-1-(4-methyl-5-(1-methyl-8-(methylamino)-1H-imidazo[4,5-f]isoquinolin-4-yl)pyridin-2-yl)butan-1-ol